CSC1=NN2C(S1)=NC(=C2)C(=O)O 2-(methylsulfanyl)imidazo[2,1-b][1,3,4]thiadiazole-6-carboxylic acid